1,2-dimethyl-imidazolium CN1C(=[NH+]C=C1)C